ethyl (S)-3-(3-(4-hydroxy-1,5-dimethyl-2-oxo-1,2-dihydropyridin-3-yl)ureido)-3-(2'-(trifluoromethyl)biphenyl-3-yl)propanoate OC1=C(C(N(C=C1C)C)=O)NC(N[C@@H](CC(=O)OCC)C=1C=C(C=CC1)C1=C(C=CC=C1)C(F)(F)F)=O